CC1=C(CN2C(C3=NC=CC=C3C2=O)([2H])[2H])C=CC(=C1)C=1C2=CN(N=C2C=CC1)C([2H])([2H])[2H] 6-(2-methyl-4-(2-(methyl-d3)-2H-indazol-4-yl)benzyl)-6,7-dihydro-5H-pyrrolo[3,4-b]pyridin-5-one-7,7-d2